1-((5-(5-(difluoromethyl)-1,3,4-oxadiazole-2-yl)pyridine-2-yl)methyl)-3-(2-(dimethylamino)ethyl)-6-fluoro-5-(pyridine-4-yl)-1,3-dihydro-2H-benzo[d]imidazole-2-one FC(C1=NN=C(O1)C=1C=CC(=NC1)CN1C(N(C2=C1C=C(C(=C2)C2=CC=NC=C2)F)CCN(C)C)=O)F